C1(=CC=CC=C1)C(C(CCC)=O)C1=CC=CC=C1 1,1-diphenyl-2-pentanone